2-((3R,4S)-3-aminotetrahydro-2H-pyran-4-yl)-3-bromo-5-chloro-N-(pyridin-4-ylmethyl)thieno[3,2-b]pyridin-7-amine N[C@H]1COCC[C@@H]1C1=C(C2=NC(=CC(=C2S1)NCC1=CC=NC=C1)Cl)Br